2,3-dimethyl-1,3-butanediol CC(CO)C(C)(O)C